(2R)-2-(6-{5-Chloro-2-[(3-methyl-1,2,4-oxadiazol-5-yl)amino]pyrimidin-4-yl}-1-oxo-2,3-dihydro-1H-isoindol-2-yl)-N-[(1S)-1-(3-fluoro-5-methoxyphenyl)-2-hydroxyethyl]propanamid ClC=1C(=NC(=NC1)NC1=NC(=NO1)C)C1=CC=C2CN(C(C2=C1)=O)[C@@H](C(=O)N[C@H](CO)C1=CC(=CC(=C1)OC)F)C